(S)-N-(2-chloro-6-fluorophenyl)-4-(5-ethyl-4-(hydroxymethyl)-1-methyl-1H-imidazol-2-yl)-5-fluoro-2-((1,1,1-trifluoropropan-2-yl)oxy)benzamide ClC1=C(C(=CC=C1)F)NC(C1=C(C=C(C(=C1)F)C=1N(C(=C(N1)CO)CC)C)O[C@H](C(F)(F)F)C)=O